tin iridium oxide [Ir]=O.[Sn]